ClC1=C(C=NN1[C@@H]1[C@H](CN(CC1)C1COC1)F)NC=1C=C(C2=C(N1)NC=C2C(F)(F)F)NC2=CC(=CC=C2)C(F)(F)F N6-(5-chloro-1-((3S,4S)-3-fluoro-1-(oxetan-3-yl)piperidin-4-yl)-1H-pyrazol-4-yl)-3-(trifluoromethyl)-N4-(3-(trifluoromethyl)phenyl)-1H-pyrrolo[2,3-b]pyridine-4,6-diamine